N-[(4-methoxyphenyl)methyl]pyrimidine-5-carboxamide COC1=CC=C(C=C1)CNC(=O)C=1C=NC=NC1